5-(piperazin-1-yl)benzo[d]isoxazole N1(CCNCC1)C=1C=CC2=C(C=NO2)C1